3-[5-(cyclohexylthio)pyridin-3-yl]-3-[4-(7H-pyrrolo[2,3-d]pyrimidin-4-yl)-1H-pyrazol-1-yl]-propanenitrile C1(CCCCC1)SC=1C=C(C=NC1)C(CC#N)N1N=CC(=C1)C=1C2=C(N=CN1)NC=C2